CC1=CC=C(C=C1)S(=O)(=O)OCCCC n-butyl p-toluenesulfonate